CN(CCC(C(C=C)=C)=C)C 1-dimethylamino-3,4-dimethylenehex-5-ene